FC=1C=C2C(=C(C=NC2=CC1)C=O)N1CCC2(OCCO2)CC1 (6-FLUORO-4-(1,4-DIOXA-8-AZASPIRO[4.5]DECAN-8-YL)QUINOLIN-3-YL)METHANONE